3-((S)-2-hydroxy-3-((R)-8-(2-oxo-2,3-dihydro-1H-benzo[d]imidazol-5-ylsulfonyl)-1-oxa-8-azaspiro[4.5]decan-3-ylamino)propoxy)-N-methylbenzenesulfonamide O[C@H](COC=1C=C(C=CC1)S(=O)(=O)NC)CN[C@H]1COC2(C1)CCN(CC2)S(=O)(=O)C2=CC1=C(NC(N1)=O)C=C2